methyl ((1-(3-(benzyloxy)benzyl)cyclopropoxy)carbonyl)-L-leucinate C(C1=CC=CC=C1)OC=1C=C(CC2(CC2)OC(=O)N[C@@H](CC(C)C)C(=O)OC)C=CC1